2,5-Dimethyl-2,5-di(tert-butylperoxyl)hexan CC(C)(CCC(C)(OOC(C)(C)C)C)OOC(C)(C)C